N-[(4-Chlorophenyl)-methyl]-2-cyclopropyl-6-[(2S)-2-(methoxymethyl)-morpholin-4-yl]-4-methyl-pyridine-3-carboxylic acid amide ClC1=CC=C(C=C1)CNC(=O)C=1C(=NC(=CC1C)N1C[C@H](OCC1)COC)C1CC1